vanillin-d3 [2H]C([2H])([2H])OC1=C(C=CC(=C1)C=O)O